C(#C)C1=C2C(=CC(=CC2=CC=C1F)O)C1=C(C=2N=C(N=C(C2C=N1)N1CC2CCC(C1)O2)OC[C@]21CCCN1C[C@@H](C2)F)F 5-ethynyl-6-fluoro-4-[8-fluoro-2-{[(2R,7aS)-2-fluorotetrahydro-1H-pyrrolizin-7a(5H)-yl]methoxy}-4-(8-oxa-3-azabicyclo[3.2.1]octan-3-yl)pyrido[4,3-d]pyrimidin-7-yl]naphthalen-2-ol